(2R)-3-[(2'S,7R)-2-(2,2-difluoroethyl)-2'-methyl-spiro[4,5-dihydrothieno[2,3-c]pyran-7,4'-piperidin]-1'-yl]-2-hydroxy-propionamide FC(CC1=CC2=C(S1)[C@@]1(C[C@@H](N(CC1)C[C@H](C(=O)N)O)C)OCC2)F